COC(=O)C1=CC=2NN=CC2S1.FC(N1N=C2C(=C1)SC(=C2)C(=O)OC)F Methyl 2-(difluoromethyl)-2H-thieno[3,2-c]pyrazole-5-carboxylate methyl-1H-thieno[3,2-c]pyrazole-5-carboxylate